2-fluoro-N-[3-methoxy-4-(1,2,3,6-tetrahydro-pyridin-4-yl)-phenyl]-4-(1,2,3,6-tetrahydro-pyridin-4-yl)-benzamide FC1=C(C(=O)NC2=CC(=C(C=C2)C=2CCNCC2)OC)C=CC(=C1)C=1CCNCC1